C(C)(C)(C)OC(=O)NCCN(C(CCC(=O)O)=O)CCNC(=O)OC(C)(C)C 4-(bis(2-((tert-butoxycarbonyl)amino)ethyl)amino)-4-oxobutanoic acid